OC(C(=O)OC)CCCCCCCCCCCCCC 2-HYDROXYHEXADECANOIC ACID, METHYL ESTER